(R)-2-((6-(((3R*,4R*)-1-((1H-imidazol-2-yl)sulfonyl)-4-fluoro-pyrrolidin-3-yl)amino)-9-(difluoromethyl)-9H-purin-2-yl)amino)-2-cyclopropylethan-1-ol N1C(=NC=C1)S(=O)(=O)N1C[C@H]([C@@H](C1)F)NC1=C2N=CN(C2=NC(=N1)N[C@@H](CO)C1CC1)C(F)F |o1:10,11|